2-[2-(bromomethyl)thiazol-4-yl]-5-(difluoromethyl)-1,3,4-oxadiazole BrCC=1SC=C(N1)C=1OC(=NN1)C(F)F